(2-(1H-imidazol-5-yl)ethyl)-2,3-diaminopropionamide N1C=NC=C1CCC(C(=O)N)(CN)N